(E)-2-(1-(4-(bicyclo[1.1.1]pentan-1-ylamino)but-2-enoyl)-4-(2-((1-methylpyrrolidin-2-yl)methoxy)-7-(naphthalen-1-yl)-5,6,7,8-tetrahydroquinazolin-4-yl)piperazin-2-yl)acetonitrile C12(CC(C1)C2)NC/C=C/C(=O)N2C(CN(CC2)C2=NC(=NC=1CC(CCC21)C2=CC=CC1=CC=CC=C21)OCC2N(CCC2)C)CC#N